C(C)(C)(C)OC(=O)N1C2=C(OCC1)N=CC(=C2C)C=2C=C1C=C(N=CC1=C(C2F)Cl)NC(NCC2CC2)=O 7-[8-chloro-3-(cyclopropylmethylcarbamoylamino)-7-fluoro-6-isoquinolinyl]-8-methyl-2,3-dihydropyrido[2,3-b][1,4]oxazine-1-carboxylic acid tert-butyl ester